N1,N1,N3,N3-tetramethylpropane-1,3-diaminium C[NH+](CCC[NH+](C)C)C